tert-butyl 4-[(3R)-1-[(benzyloxy)carbonyl]pyrrolidin-3-yl]piperazine-1-carboxylate C(C1=CC=CC=C1)OC(=O)N1C[C@@H](CC1)N1CCN(CC1)C(=O)OC(C)(C)C